C(#C)C=1N=C(N(C1)C=1C=NC(=CC1)C)C(=O)N 4-Ethynyl-1-(6-methylpyridin-3-yl)-1H-imidazole-2-carboxamide